(S)-quinuclidin-3-yl (5-(3,4-dimethoxyphenyl)-2,2-diethyl-2,3-dihydro-1H-inden-1-yl)carbamat COC=1C=C(C=CC1OC)C=1C=C2CC(C(C2=CC1)NC(O[C@@H]1CN2CCC1CC2)=O)(CC)CC